(azetidin-3-ylmethyl)propan-2-amine N1CC(C1)CCC(C)N